FC1=C(C(=CC(=C1F)OC1=NC=CC=C1C1=NC(=NC=C1)N[C@@H]1CNC[C@H](C1)F)F)NS(=O)(=O)C1CCCC1 N-(2,3,6-trifluoro-4-((3-(2-(((3S,5S)-5-fluoropiperidin-3-yl)amino)pyrimidin-4-yl)pyridin-2-yl)oxy)phenyl)cyclopentanesulfonamide